N1=CC=CC2=CC3=C(N=C12)C=CC=C3 benzo[1,8]naphthyridine